toluenol C(C1=CC=CC=C1)O